4-methyl-1,2,3,3a,5,6,7,7a-octahydropyrrolo[3,2-b]pyridine dihydrochloride Cl.Cl.CN1C2C(CCC1)NCC2